(2R,4R)-1-((R)-2-amino-3,3-dimethylbutyryl)-4-hydroxy-N-(4-(4-methylthiazol-5-yl)benzyl)pyrrolidine-2-carboxamide N[C@@H](C(=O)N1[C@H](C[C@H](C1)O)C(=O)NCC1=CC=C(C=C1)C1=C(N=CS1)C)C(C)(C)C